[5-{[2-(4-Bromophenyl)imidazo[1,2-a]pyridin-3-yl]methyl}hexahydropyrrolo[3,4-c]pyrrol-2(1H)-yl](2-fluorophenyl)methanone BrC1=CC=C(C=C1)C=1N=C2N(C=CC=C2)C1CN1CC2C(C1)CN(C2)C(=O)C2=C(C=CC=C2)F